3-[(3-nitrophenyl)methyl]-2-oxo-3,4-dihydro-2H-1,3-benzoxazin-7-yl N,N-dimethylcarbamate CN(C(OC1=CC2=C(CN(C(O2)=O)CC2=CC(=CC=C2)[N+](=O)[O-])C=C1)=O)C